CN1N=C(C2=CC=C(C=C12)C(=O)O)C(F)(F)F 1-methyl-3-(trifluoromethyl)indazole-6-carboxylic acid